N1C=NC2=C1C=CC(=C2)N2C(C1=CC(=C(C=C1C2C2=CC=C(C=C2)OC)Cl)Cl)=O 2-(1H-Benzo[d]imidazol-5-yl)-5,6-dichloro-3-(4-methoxyphenyl)isoindolin-1-on